C(#N)C1=CC=C(CNC(=O)C=2NC=C(C2)C(C2=C(C=CC=C2)Cl)=O)C=C1 N-(4-cyanobenzyl)-4-(2-chlorobenzoyl)-1H-pyrrole-2-carboxamide